methyl 5-acetyl-4-(benzo[b]thiophen-3-yl)-2-((2-(1,3-dioxoisoindolin-2-yl) ethoxy) methyl)-6-methyl-1,4-dihydropyridine-3-carboxylate C(C)(=O)C=1C(C(=C(NC1C)COCCN1C(C2=CC=CC=C2C1=O)=O)C(=O)OC)C=1C2=C(SC1)C=CC=C2